5-(2-methoxyphenyl)-N,N-dimethylpyridazine-4-carboxamide COC1=C(C=CC=C1)C=1C(=CN=NC1)C(=O)N(C)C